FC1=CC(=C(C=C1C1=NC(=NC=C1)N1CCOCC1)NC(=O)C1=CNC(C=C1C(F)(F)F)=O)N1C[C@H](N([C@H](C1)C)C)C N-[4-fluoro-5-(2-morpholin-4-ylpyrimidin-4-yl)-2-[(3R,5S)-3,4,5-trimethylpiperazin-1-yl]phenyl]-6-oxo-4-(trifluoromethyl)-1H-pyridine-3-carboxamide